(1S)-6-benzyloxy-N-[(2,4-difluorophenyl)methyl]-5,8,13-trioxo-2,9-diazatricyclo[7.4.1.02,7]tetradec-3,6-diene-4-carboxamide C(C1=CC=CC=C1)OC=1C(C(=CN2[C@@H]3C(CCCN(C(C12)=O)C3)=O)C(=O)NCC3=C(C=C(C=C3)F)F)=O